spiro[4.5]Decan-1-ol C1(CCCC12CCCCC2)O